ClC1=CN(C(C2=CC(=C(C=C12)C1=NC=C(C=N1)OC)F)=O)C[C@H]1C[C@H](CCC1)NC(OC(C)(C)C)=O tert-butyl N-[(1S,3R)-3-[[4-chloro-7-fluoro-6-(5-methoxypyrimidin-2-yl)-1-oxo-2-isoquinolyl]methyl]cyclohexyl]carbamate